3-((5-fluoro-2-((2-methoxy-4-(4-methylpiperazin-1-yl)phenyl)amino)pyrimidin-4-yl)amino)-N-hydroxybenzamide FC=1C(=NC(=NC1)NC1=C(C=C(C=C1)N1CCN(CC1)C)OC)NC=1C=C(C(=O)NO)C=CC1